BrC=1C=C2C(=NC1)NC=C2C(C)=O 1-(5-bromo-1H-Pyrrolo[2,3-b]pyridin-3-yl)ethanone